C(C(C)C)(=O)OC[C@@H]1[C@@H](C([C@H](C1)N1C=2N=C(NC(C2N=C1)=O)N)=C)O ((1R,2S,4S)-4-(2-amino-6-oxo-1H-purin-9(6H)-yl)-2-hydroxy-3-methylenecyclopentyl)methyl isobutyrate